dichlorite Sodium [Na+].Cl(=O)[O-].Cl(=O)[O-].[Na+]